BrC=1C=C(N)C=C(C1)OC1CC1 3-Bromo-5-(cyclopropoxy)aniline